2-methoxyethyl (2R,5R)-3-((6-(benzo[d]oxazol-2-yloxy)pyridin-3-yl)sulfonyl)-2-(((tetrahydro-2H-pyran-2-yl)oxy)carbamoyl)-3,8-diazabicyclo[3.2.1]octane-8-carboxylate O1C(=NC2=C1C=CC=C2)OC2=CC=C(C=N2)S(=O)(=O)N2[C@H](C1CC[C@H](C2)N1C(=O)OCCOC)C(NOC1OCCCC1)=O